C(C)(C)(C)C1=NN=C(O1)C12CCC(CC1)(CC2)CO (4-(5-(tert-butyl)-1,3,4-oxadiazol-2-yl)bicyclo[2.2.2]oct-1-yl)methanol